FC=1C=C(CNC2=CN=C3N(C2=O)[C@@H](CC3)C(=O)OC(C)(C)C)C=C(C1)C tert-butyl (S)-3-((3-fluoro-5-methylbenzyl)amino)-4-oxo-4,6,7,8-tetrahydropyrrolo[1,2-a]pyrimidine-6-carboxylate